C(C)(C)N1CC(NCC1)=O 4-isopropyl-2-oxopiperazine